3-(4-(1-benzyl-1H-1,2,4-triazol-3-yl)piperazin-1-yl)-6-(1-methyl-1H-pyrazol-4-yl)pyrazolo[1,5-a]pyrazine C(C1=CC=CC=C1)N1N=C(N=C1)N1CCN(CC1)C=1C=NN2C1C=NC(=C2)C=2C=NN(C2)C